2-[6-(4-Fluoro-3-methyl-phenyl)pyrazolo[3,4-b]pyrazin-1-yl]-N,N-dimethyl-acetamide FC1=C(C=C(C=C1)C1=CN=C2C(=N1)N(N=C2)CC(=O)N(C)C)C